7-(2-(4-(trifluoromethoxy)phenoxy)ethyl)-2-thia-7-azaspiro[3.5]nonane 2,2-dioxide FC(OC1=CC=C(OCCN2CCC3(CS(C3)(=O)=O)CC2)C=C1)(F)F